C(CC(=O)[O-])(=O)OC1=C(C(=C(C(=C1)C)[N+](=O)[O-])C)F dimethyl-(2-fluoro-4-nitrophenyl) malonate